C(C)(C)(C)C=1C(=C(C=C(C1)C(C)(C)C)C1=C(C(=CC(=C1)C(C)(C)C)C(C)(C)C)OP(C1CCCCC1)C1CCCCC1)OP(C1CCCCC1)C1CCCCC1 ((3,3',5,5'-Tetra-tert-butyl-[1,1'-biphenyl]-2,2'-diyl)bis(oxy))bis(dicyclohexylphosphan)